8-(2,3-dichlorophenyl)-N-[(4S)-3,4-dihydro-2H-chromen-4-yl]-4-oxo-1,4-dihydro-1,6-naphthyridine-3-carboxamide ClC1=C(C=CC=C1Cl)C=1C=NC=C2C(C(=CNC12)C(=O)N[C@H]1CCOC2=CC=CC=C12)=O